6-fluoro-N-(8-fluoro-7-methoxy-2-methyl-imidazo[1,2-a]pyridin-6-yl)-4-piperazin-1-yl-1H-indazole-7-carboxamide FC1=CC(=C2C=NNC2=C1C(=O)NC=1C(=C(C=2N(C1)C=C(N2)C)F)OC)N2CCNCC2